n-propoxypropanol CCCOCCCO